4-methyl-5-(2-(1-methyl-1H-pyrazol-4-yl)pyrazolo[5,1-b]Thiazole-7-carboxamido)thiophene-2-carboxylic acid methyl ester COC(=O)C=1SC(=C(C1)C)NC(=O)C=1C=NN2C1SC(=C2)C=2C=NN(C2)C